tert-butyl 4-((1R,5S)-8-((benzyloxy) carbonyl)-3,8-diazabicyclo[3.2.1]octan-3-yl)-2-((tetrahydro-1H-pyrrolizin-7a(5H)-yl) methoxy)-5,8-dihydropyrido[3,4-d]pyrimidine-7(6H)-carboxylate C(C1=CC=CC=C1)OC(=O)N1[C@H]2CN(C[C@@H]1CC2)C=2C1=C(N=C(N2)OCC23CCCN3CCC2)CN(CC1)C(=O)OC(C)(C)C